Tert-butyl 2-(2,6-dimethylpyridin-4-yl)-3-isopropyl-5-(4-oxocyclohexyl)-1H-indole-1-carboxylate CC1=NC(=CC(=C1)C=1N(C2=CC=C(C=C2C1C(C)C)C1CCC(CC1)=O)C(=O)OC(C)(C)C)C